C(CCCCCCCCC)(O)(O)O Decantriol